2-(2-methoxy-6-methylphenyl)-4-(4-(1-methyl-4-(trifluoromethyl)-1H-imidazol-2-yl)benzyl)-6,7-dihydropyrazolo[1,5-a]pyrimidin COC1=C(C(=CC=C1)C)C1=NN2C(N(CCC2)CC2=CC=C(C=C2)C=2N(C=C(N2)C(F)(F)F)C)=C1